(S)-4-((7-chloro-1-methyl-6-(pyrazolo[1,5-a]pyridin-3-yloxy)-1H-imidazo[4,5-b]pyridin-2-yl)amino)-6-cyclopropyl-2-(tetrahydrofuran-3-yl)pyridazin-3(2H)-one ClC1=C2C(=NC=C1OC=1C=NN3C1C=CC=C3)N=C(N2C)NC=2C(N(N=C(C2)C2CC2)[C@@H]2COCC2)=O